tert-butyl 2-(2-chloro-5-fluoropyrimidin-4-yl)-4-oxo-2,4,6,7-tetrahydro-5H-pyrrolo[3,4-c]pyridine-5-carboxylate ClC1=NC=C(C(=N1)N1C=C2C(N(CCC2=C1)C(=O)OC(C)(C)C)=O)F